C(CCC(=O)OC(C)C)(=O)OCC ethyl isopropyl succinate